C(C)(C)(C)C(C)(C)C1=C(C=CC=C1)C(C)(C)C(C)(C)C di(tert-butylisopropyl)benzene